N-acetyl-S-(3-hydroxypropyl)-L-cysteine-d6 C(C)(=O)N([C@@](C(S(CCCO)([2H])[2H])([2H])[2H])(C(=O)O)[2H])[2H]